C=1NC=C2C1C=CC1=C2C=CC=2C=CC=NC12 Isoindoloquinoline